N-(4-cyanophenyl)-6-fluoro-1H-indole-3-sulfonamide C(#N)C1=CC=C(C=C1)NS(=O)(=O)C1=CNC2=CC(=CC=C12)F